CN1C(C(=C(C2=CC=C(C=C12)O[C@H]1COCC1)N1CCC(CC1)C=1OC2=C(N1)C=C(C=C2)C)C(=O)N)=O |r| (Rac)-1-methyl-4-[4-(5-methyl-1,3-benzoxazol-2-yl)piperidin-1-yl]-2-oxo-7-[(oxolan-3-yl)oxy]-1,2-dihydroquinoline-3-carboxamide